FC=1C=CC(=NC1)C=1C=C2N(N1)CCC2 2-(5-fluoropyridin-2-yl)-5,6-dihydro-4H-pyrrolo[1,2-b]pyrazol